N-(6-(4-ethynyl-2-hydroxyphenyl)-5-isopropylpyridazin-3-yl)-2-(methylamino)acetamide C(#C)C1=CC(=C(C=C1)C1=C(C=C(N=N1)NC(CNC)=O)C(C)C)O